((3R)-3-ethyl-4-(1-(quinoxalin-6-yl)ethyl)piperazin-1-yl)-4-methyl-2-(tetrahydro-2H-pyran-2-yl)-2,4-dihydro-5H-pyrazolo[4,3-b]pyridin-5-one C(C)[C@@H]1CN(CCN1C(C)C=1C=C2N=CC=NC2=CC1)C=1N(N=C2C1N(C(C=C2)=O)C)C2OCCCC2